ClC1=C(C=CC(=C1)C(F)(F)F)NC(CN1C=2N(C(C(=C1CC)N1CCN(CC1)C1=NC=NC=C1)=O)N=C(N2)C=2CCOCC2)=O N-[2-chloro-4-(trifluoromethyl)phenyl]-2-[2-(3,6-dihydro-2H-pyran-4-yl)-5-ethyl-7-oxo-6-[4-(pyrimidin-4-yl)piperazin-1-yl]-[1,2,4]triazolo[1,5-a]pyrimidin-4-yl]acetamide